C1(CCCCCC1)NC(COC1=CC=C2C=CC(=CC2=C1)C(CC(=O)O)C1=CC=C(C=C1)O)=O 3-(7-(2-(Cycloheptylamino)-2-oxoethoxy)naphthalen-2-yl)-3-(4-hydroxyphenyl)propanoic acid